ClC=1C=C(C2=CC(=CC=C2C1)O)CCNC(C)=O N-[2-(3-chloro-7-hydroxy-1-naphthyl)ethyl]acetamide